C(C=CC=CCCCCCCCCCCCCC)(=O)OCCCCCCCCCCCCCCCCCCCCCCCCCCCCCCCCC(=O)N[C@H](CO)[C@H](O)C(CCCCCCCCCCCCCC)O N-(33-(9Z,12Z-octadecadienoyloxy)-tritriacontanoyl)-4R-hydroxysphinganine